4-Hexyl-5-methylbenzene-1,3-diol C(CCCCC)C1=C(C=C(C=C1C)O)O